(4-oxo-2-thioxo-3-(4-(trifluoromethyl)phenyl)-1,2,3,4-tetrahydroquinazolin-6-yl)acetamide O=C1N(C(NC2=CC=C(C=C12)CC(=O)N)=S)C1=CC=C(C=C1)C(F)(F)F